ethyl 7-cyclobutyl-2-methoxy-8-(1-phenyl-1H-1,2,4-triazol-3-yl)quinoline-3-carboxylate C1(CCC1)C1=CC=C2C=C(C(=NC2=C1C1=NN(C=N1)C1=CC=CC=C1)OC)C(=O)OCC